2-(4-((2-((4-Cyano-2-fluorophenoxy)methyl)pyrimidin-4-yl)oxy)-2-fluorobenzyl)-1-((1-ethyl-1H-imidazol-5-yl)methyl)-1H-benzo[d]imidazole-6-carboxylic acid C(#N)C1=CC(=C(OCC2=NC=CC(=N2)OC2=CC(=C(CC3=NC4=C(N3CC3=CN=CN3CC)C=C(C=C4)C(=O)O)C=C2)F)C=C1)F